ClC1=C(C=CC(=C1)NC1C(NC(CC1)=O)=O)N1CCN(CC1)C(=O)OC(C)(C)C tert-butyl 4-[2-chloro-4-[(2,6-dioxo-3-piperidyl)amino]phenyl]piperazine-1-carboxylate